7,8-difluoro-4-(1-(isobutylamino)ethyl)isoquinolin-1(2H)-one FC1=CC=C2C(=CNC(C2=C1F)=O)C(C)NCC(C)C